ClC=1C=C(C=C(C1OC=1C(=C2C3(C(NC2=CC1)=O)CCC3)F)Cl)N3N=C(C(NC3=O)=O)C(=O)O 2-(3,5-dichloro-4-((4'-fluoro-2'-oxospiro[cyclobutane-1,3'-indolin]-5'-yl)oxy)phenyl)-3,5-dioxo-2,3,4,5-tetrahydro-1,2,4-triazine-6-carboxylic acid